CN(C(C)(C)C1CN(CCO1)C1CNC(CC1)[N+](=O)[O-])C N,N-dimethyl-2-(4-(6-nitropiperidin-3-yl)morpholin-2-yl)propan-2-amine